FC1CCN(CC1)CC=1C=CC(=NC1)NC=1SC(=CN1)C1=NC(=NC=C1)SC N-(5-((4-fluoropiperidin-1-yl)methyl)pyridin-2-yl)-5-(2-(methylthio)pyrimidin-4-yl)thiazol-2-amine